ClC=1C(=NC(=NC1)C=O)C1OCCCC1 5-chloro-4-(tetrahydro-2H-pyran-2-yl)pyrimidine-2-carbaldehyde